(2S,5S)-8-(benzyloxy)-N-(2,4-difluorobenzyl)-2-(fluoromethyl)-5-methyl-7,9-dioxo-2,5,7,9-tetrahydro-1,6-methanopyrido[1,2-b][1,2,5]triazonine-10-carboxamide C(C1=CC=CC=C1)OC=1C(C(=CN2N3[C@@H](C=C[C@@H](N(C(C21)=O)C3)C)CF)C(=O)NCC3=C(C=C(C=C3)F)F)=O